ethyl spiro[1,3-dioxolane-2,5'-6,7-dihydro-4H-2-benzothiophene]-1'-carboxylate C=1(SC=C2C1CCC1(C2)OCCO1)C(=O)OCC